α-formylphenylacetic acid ethyl ester C(C)OC(C(C=O)C1=CC=CC=C1)=O